[4-(9H-carbazol-9-yl)butyl]Phosphonic acid C1=CC=CC=2C3=CC=CC=C3N(C12)CCCCP(O)(O)=O